1-((3aS,7aS)-1-(7H-pyrrolo[2,3-d]pyrimidin-4-yl)hexahydro-1H-pyrrolo[2,3-c]pyridin-6(2H)-yl)-2-(trifluoromethyl)prop-2-en-1-one N1=CN=C(C2=C1NC=C2)N2CC[C@@H]1[C@H]2CN(CC1)C(C(=C)C(F)(F)F)=O